C(C)(C)(C)OC(=O)N(C1CC=C(CC1)C=1C(=C2CCN(C2=CC1F)C(=O)OCC1=CC=CC=C1)F)C benzyl 5-[4-[tert-butoxycarbonyl(methyl)amino]cyclohexen-1-yl]-4,6-difluoro-indoline-1-carboxylate